isopropyl-2-(2-methyl-3-((2R*,4S*)-2-methyl-1-((S)-4-azaspiro[2.4]-heptane-5-carbonyl)piperidine-4-carbonyl)-1H-pyrrolo[2,3-c]pyridin-1-yl)benzamide C(C)(C)C=1C(=C(C(=O)N)C=CC1)N1C(=C(C=2C1=CN=CC2)C(=O)[C@@H]2C[C@H](N(CC2)C(=O)[C@H]2NC1(CC1)CC2)C)C |o1:23,25|